1-(imidazo[1,2-a]pyridine-3-carbonyl)-N-(3-(4-methyl-1H-imidazol-1-yl)-5-(trifluoromethyl)phenyl)indoline-6-carboxamide N=1C=C(N2C1C=CC=C2)C(=O)N2CCC1=CC=C(C=C21)C(=O)NC2=CC(=CC(=C2)C(F)(F)F)N2C=NC(=C2)C